2-chloro-N-(pyrimidin-2-yl)acetamide C1=CN=C(N=C1)NC(=O)CCl